5-((+)-1-amino-3-cyclopropyl-1-(pyridin-4-yl) propyl)-2-fluoropyrrolidine-1-carboxylate NC(CCC1CC1)(C1=CC=NC=C1)C1CCC(N1C(=O)[O-])F